di-tert-butyl 6-(3-(dimethylamino) prop-1-ynyl)-12-methylindolo[3,2-b]carbazole-5,11-dicarboxylate CN(CC#CC1=C2C(=C(C=3N(C4=CC=CC=C4C13)C(=O)OC(C)(C)C)C)C1=CC=CC=C1N2C(=O)OC(C)(C)C)C